C(C)(C)(C)OC(=O)N1C[C@H](CCC1)CNC(CCC1=NC=2C(=NC=CC2)N1CC1=CC=C(C=C1)OC(F)(F)F)=O (R)-3-({3-[3-(4-Trifluoromethoxy-benzyl)-3H-imidazo[4,5-b]pyridin-2-yl]-propionylamino}-methyl)-piperidine-1-carboxylic acid tert-butyl ester